3-((4-(7-((3,5-Dimethoxyphenyl)(2-(isopropylamino)ethyl)amino)quinoxalin-2-yl)-1H-pyrazole-1-yl)methyl)-N-hydroxybenzamide COC=1C=C(C=C(C1)OC)N(C1=CC=C2N=CC(=NC2=C1)C=1C=NN(C1)CC=1C=C(C(=O)NO)C=CC1)CCNC(C)C